2-(4-(2-((1-(cyclopropylmethyl)-4-fluoro-1H-benzo[d]imidazol-2-yl)amino)-2-oxoethyl)-2-fluorophenoxy)pyridine-3-carboxamide C1(CC1)CN1C(=NC2=C1C=CC=C2F)NC(CC2=CC(=C(OC1=NC=CC=C1C(=O)N)C=C2)F)=O